C(C)OC(=O)C1(CC(=NO1)C1=C(C=C(C(=C1)C=1C(=NC=C(C1)C(F)(F)F)F)F)Cl)C 3-[2-chloro-4-fluoro-5-[2-fluoro-5-(trifluoromethyl)-3-pyridinyl]phenyl]-5-methyl-4H-isoxazole-5-carboxylic acid ethyl ester